2-ethylhexyl Acrylate (Ethylhexyl Acrylate) C(C)C=C(C(=O)O)CCCCCC.C(C=C)(=O)OCC(CCCC)CC